5-Amino-6-(3-methylimidazo[4,5-c]pyridin-7-yl)-3-(4-morpholinoanilino)pyrazin-2-carboxamid NC=1N=C(C(=NC1C=1C2=C(C=NC1)N(C=N2)C)C(=O)N)NC2=CC=C(C=C2)N2CCOCC2